COC=1C=C2C(=NC(=NC2=CC1)NC1CNCC12CC2)C 6-methoxy-4-methyl-N-(5-azaspiro[2.4]heptane-7-yl)quinazolin-2-amine